2-n-butyl-3-[[2'-(tetrazol-5-yl)biphenyl-4-yl]methyl]-1,3-diazaspiro[4.4]non-1-en-4-one C(CCC)C1=NC2(C(N1CC1=CC=C(C=C1)C1=C(C=CC=C1)C1=NN=NN1)=O)CCCC2